C(C)N1C=NC2=C1N=NC=C2C=2C=CC(=C(C2)C=2C(=CC(=CC2)S(=O)(=O)CC)O)F 5'-(7-ethyl-7H-imidazo[4,5-c]pyridazin-4-yl)-4-(ethylsulfonyl)-2'-fluoro-[1,1'-biphenyl]-2-ol